(S)-(1-(5-chloro-2-ethoxyphenethyl)piperidin-3-yl)methanamine hydrochloride Cl.ClC=1C=CC(=C(CCN2C[C@@H](CCC2)CN)C1)OCC